pentyl (22Z,25Z)-13-oxohentriaconta-22,25-dienoate O=C(CCCCCCCCCCCC(=O)OCCCCC)CCCCCCCC\C=C/C\C=C/CCCCC